COC[C@@H]1N(CCNC1)C (R)-2-(methoxymethyl)-1-methylpiperazine